FC(C1=CC=C(CN2C=NC3=C(C2=O)CN(CC3)CC3=CC=CC=C3)C=C1)(F)F 3-(4-Trifluoromethylbenzyl)-6-benzyl-5,6,7,8-tetrahydropyrido[4,3-d]pyrimidin-4(3H)-one